C(C)(C)(C)OC(=O)N1C[C@@H](OCC1)CC1=C(N=C2N1C=CC(=C2)C)C2=C(C=C(C(=O)O)C=C2F)F (S)-4-(3-((4-(t-Butoxycarbonyl)morpholin-2-yl)methyl)-7-methylimidazo[1,2-a]pyridin-2-yl)-3,5-difluorobenzoic acid